1-(4-bromophenyl-2,3,5,6-d4)dibenzo[b,d]Thiophene BrC1=C(C(=C(C(=C1[2H])[2H])C1=CC=CC=2SC3=C(C21)C=CC=C3)[2H])[2H]